NC=1C=C(C=C2C=C(N=CC12)NC(=O)[C@H]1[C@H](C1)F)N1C(OCC1C)=O (1S,2S)-N-(8-amino-6-(4-methyl-2-oxooxazolidin-3-yl)isoquinolin-3-yl)-2-fluorocyclopropanecarboxamide